(1s,3s)-3-amino-3-(5-bromo-3-fluoropyridin-2-yl)cyclobutyl pivalate C(C(C)(C)C)(=O)OC1CC(C1)(C1=NC=C(C=C1F)Br)N